(6S)-6-tert-butyl-N-[(1R)-3-(3-hydroxyazetidin-1-ium-1-yl)-1-[4-(6-oxo-1H-pyridin-3-yl)phenyl]propyl]-5,6,7,8-tetrahydrothieno[2,3-b]quinoline-2-carboxamide C(C)(C)(C)[C@@H]1CC=2C=C3C(=NC2CC1)SC(=C3)C(=O)N[C@H](CC[NH+]3CC(C3)O)C3=CC=C(C=C3)C3=CNC(C=C3)=O